2-butylamino-8-hydroxy-9-(6-methylpyridin-3-ylmethyl)adenine C(CCC)NC1=NC(=C2N=C(N(C2=N1)CC=1C=NC(=CC1)C)O)N